3,5-di-tert-butyl-catecholdibenzyl ether C(C)(C)(C)C12C(C(O)=CC(=C1C1=CC=CC=C1COCC1=CC=CC=C12)C(C)(C)C)O